C(=C\C1=CC=CC=C1)/C1=CC=C(C=C1)C1=NC(=NC(=N1)C(Cl)(Cl)Cl)C(Cl)(Cl)Cl (E)-2-(4-styrylphenyl)-4,6-bis(trichloromethyl)-1,3,5-triazine